C1(=CC=C(C=C1)NC1=CC=CC=2C(C3=CC=CC=C3C(C12)=O)=O)C p-tolylaminoanthraquinone